FC1=CC=C(C(=O)NC(C)C=2N=C3CCCN(C3=CC2)C(=O)OC(C(F)(F)F)(C)C)C=C1 1,1,1-trifluoro-2-methylpropan-2-yl 6-(1-(4-fluorobenzamido)ethyl)-3,4-dihydro-1,5-naphthyridine-1(2H)-carboxylate